O=C1CC[C@@H](N1C(=O)OC(C)(C)C)C(=O)OCC 1-(tert-butyl) 2-ethyl (R)-5-oxopyrrolidine-1,2-dicarboxylate